ClC=1C=C(C=CC1)C=1C=C(C(=NC1)C(=O)NCC(=O)O)O 2-(5-(3-chlorophenyl)-3-hydroxypyridinamido)acetic acid